C(#N)C=1C=C(NC2(CCC3(C(CC4=CC=CC=C34)C[C@H](COC3=CC=NC=4CCC[C@H](C34)C)C)CC2)C(=O)O)C=CC1 4-(3-cyanoanilino)-2'-[(2R)-2-methyl-3-{[(5R)-5-methyl-5,6,7,8-tetrahydroquinolin-4-yl]oxy}propyl]-2',3'-dihydrospiro[cyclohexane-1,1'-indene]-4-carboxylic acid